BrC1=C2C=NN(C2=CC(=C1CCCCC(=O)N1CC[C@H]2[C@@H]1CN(CC2)C(=O)OC(C)(C)C)Cl)[C@@H]2OCCCC2 |&1:33| rac-tert-Butyl (3aR,7aR)-1-(5-(4-bromo-6-chloro-1-(tetrahydro-2H-pyran-2-yl)-1H-indazol-5-yl)pentanoyl)octahydro-6H-pyrrolo[2,3-c]pyridine-6-carboxylate